2-amino-9-((2r,3r,5s)-3-hydroxy-5-((R)-1-hydroxypropyl)tetrahydrofuran-2-yl)-7-(prop-1,2-dien-1-yl)-7,9-dihydro-1H-purine-6,8-dione NC=1NC(C=2N(C(N(C2N1)[C@@H]1O[C@@H](C[C@H]1O)[C@@H](CC)O)=O)C=C=C)=O